6-bromobenzo[d][1,3]dioxazol-4-ol BrC=1C=C(C2=C(ONO2)C1)O